CNCC(C(C(C(CO)O)O)O)O 6-(methylamino)hexane-1,2,3,4,5-pentaol